2,7-dibromo-2,6-dibromo-naphthalene BrC1(CC2=CC(=C(C=C2C=C1)Br)Br)Br